BrC1=CC(=NC=C1)C 4-bromo-2-(methyl)pyridine